N-{(R or S)-1-[4-Chloro-5-(1-methyl-2-oxo-1,2,3,4-tetrahydro-quinolin-6-yl)-pyridin-3-yl]-ethyl}-propionamide ClC1=C(C=NC=C1C=1C=C2CCC(N(C2=CC1)C)=O)[C@@H](C)NC(CC)=O |o1:19|